N-tert.-Butyl-4-[[2-(2,3-difluorophenyl)acetyl]amino]pyridin C(C)(C)(C)N1CC=C(C=C1)NC(CC1=C(C(=CC=C1)F)F)=O